C(C)OC(C(CCCC(CCN(CC1=CC=CC=C1)CC1=CC=CC=C1)(C)C)(C(F)(F)F)O)=O.BrCCOCCOCCBr 1,2-bis(2-bromoethoxy)ethane ethyl-8-(dibenzylamino)-2-hydroxy-6,6-dimethyl-2-(trifluoromethyl)octanoate